C(CCCCCCC\C=C/CCCCCCCC)(=O)OCC(O)CO mono-glycerol oleate